3-bis(trimethylsilyl)aminomethylstyrene C[Si](C)(C)N([Si](C)(C)C)CC=1C=C(C=C)C=CC1